CS(=O)(=O)O[C@@H]1[C@H]([C@H](CCC1)C=C)C (1S,2S,3R)-2-METHYL-3-VINYLCYCLOHEXYL METHANESULFONATE